1-(methyl-d3)-1H-indazol C(N1N=CC2=CC=CC=C12)([2H])([2H])[2H]